C(C)OC(CN[C@@H](C1=CC=CC=C1)C)=O R-(+)-N-(alpha-methylbenzyl)glycine ethyl ester